P(=O)(OCCCCCCCCCCCCCCCCCCCCC)(O)[O-] heneicosyl hydrogen phosphate